(3S)-3-(3,4-difluorophenyl)isoxazolidine FC=1C=C(C=CC1F)[C@H]1NOCC1